CS=C(OC1(CC(C1)C1=CC(=NC=C1)C#N)C1=NC(=CC=C1)N1CCOCC1)[S-] O-(3-(2-cyanopyridin-4-yl)-1-(6-morpholinylpyridin-2-yl) cyclobutyl) S-methylxanthate